ethyl (E)-2-(2-(5-methyl-2-nitrophenyl)hydrazono)propanoate CC=1C=CC(=C(C1)N\N=C(\C(=O)OCC)/C)[N+](=O)[O-]